N-(2-Amino-4-((pyridin-4-ylmethyl)amino)phenyl)heptanamid NC1=C(C=CC(=C1)NCC1=CC=NC=C1)NC(CCCCCC)=O